(5S,7S)-7-fluoro-2-(1,1,2,2,2-pentafluoroethylsulfinyl)-5-phenyl-6,7-dihydro-5H-pyrrolo[1,2-b][1,2,4]triazole F[C@H]1C[C@H](N2N=C(N=C21)S(=O)C(C(F)(F)F)(F)F)C2=CC=CC=C2